3-(4-(9-((4-(4'-bromo-5'-oxo-5'H-spiro[cyclohexane-1,7'-indolo[1,2-a]quinazolin]-10'-yl)cyclohexyl)methyl)-3,9-diazaspiro[5.5]undecan-3-yl)-2,6-difluorophenyl)piperidine-2,6-dione BrC=1C=2C(N=C3N(C2C=CC1)C1=CC(=CC=C1C31CCCCC1)C1CCC(CC1)CN1CCC3(CCN(CC3)C3=CC(=C(C(=C3)F)C3C(NC(CC3)=O)=O)F)CC1)=O